39-methyltetracontyl eicos-11-enoate C(CCCCCCCCCC=CCCCCCCCC)(=O)OCCCCCCCCCCCCCCCCCCCCCCCCCCCCCCCCCCCCCCC(C)C